4-(4-(chlorosulfonyl)-1-(1-(4-methoxybenzyl)-2,6-dioxopiperidin-3-yl)-3-methyl-2-oxo-2,3-dihydro-1H-benzo[d]imidazol-5-yl)piperidine-1-carboxylate ClS(=O)(=O)C1=C(C=CC=2N(C(N(C21)C)=O)C2C(N(C(CC2)=O)CC2=CC=C(C=C2)OC)=O)C2CCN(CC2)C(=O)[O-]